C(C)OC(=O)C1=NN(C=C1)C1CCN(CC1)C(=O)OC(C)(C)C tert-butyl 4-(3-(ethoxycarbonyl)-1H-pyrazol-1-yl)piperidine-1-carboxylate